Cl.CN1C(C=2CCCNC2C=C1)=O 6-methyl-1,2,3,4,5,6-hexahydro-1,6-naphthyridin-5-one hydrochloride